C1(=CC=C(C=C1)C1(CC1)C=1NC(C2=C(N1)CCN(C2)C(=O)OC(C)(C)C)=O)C2=CC=CC=C2 tert-butyl 2-(1-([1,1'-biphenyl]-4-yl)cyclopropyl)-4-oxo-3,5,7,8-tetrahydropyrido[4,3-d]pyrimidine-6(4H)-carboxylate